C(C)(C)(C)N1N=NC(=C1)C(=O)N[C@H]1C2=C(CN(CC1)C1COC1)C=C(C=C2)C=2C=1N(C=C(N2)C=2C=NN(C2)C)N=CC1 (R)-1-(tert-butyl)-N-(8-(6-(1-methyl-1H-pyrazol-4-yl)pyrazolo[1,5-a]pyrazin-4-yl)-2-(oxetan-3-yl)-2,3,4,5-tetrahydro-1H-benzo[c]azepin-5-yl)-1H-1,2,3-triazole-4-carboxamide